2-cyclobutyl-3-hydroxypropane C1(CCC1)C(C)CO